1-[4-(cyanomethyl)-1-[(3-hydroxy-4-phenyl-phenyl)methyl]-4-piperidyl]-3-(cyclopropanecarbonylamino)pyrazole-4-carboxamide C(#N)CC1(CCN(CC1)CC1=CC(=C(C=C1)C1=CC=CC=C1)O)N1N=C(C(=C1)C(=O)N)NC(=O)C1CC1